C(CCC)OO z-butyl hydroperoxide